The molecule is an apo carotenoid triterpenoid that is tetracosane containing double bonds at the 2-3, 6-7, 8-9, 10-11, 12-13, 14-15, 18-19, and 22-23 positions, and substituted by methyl groups at positions 2, 6, 10, 15, 19, and 23. It is an apo carotenoid triterpenoid, a triterpene and a polyene. CC(=CCC/C(=C/CC/C(=C/C=C/C=C(\\C)/C=C/C=C(\\C)/CCC=C(C)C)/C)/C)C